N-acetyl-2-amino-5-(diaminomethyleneamino)valeramide C(C)(=O)NC(C(CCCN=C(N)N)N)=O